C(C1=CC=CC=C1)(C1=CC=CC=C1)NC1CCC(CC1)O (1s,4s)-4-(benzhydrylamino)cyclohexan-1-ol